3-(8-Amino-6-(trifluoromethyl)imidazo[1,2-a]pyrazin-3-yl)-N-(4-(hydroxymethyl)bicyclo[2.1.1]hexan-1-yl)-4-(methyl-d3)benzenesulfonamide trifluoroacetate salt FC(C(=O)O)(F)F.NC=1C=2N(C=C(N1)C(F)(F)F)C(=CN2)C=2C=C(C=CC2C([2H])([2H])[2H])S(=O)(=O)NC21CCC(C2)(C1)CO